N-[1-(2H-indazol-7-yl)ethyl]-2-methyl-propane-2-sulfinamide N=1NC=C2C=CC=C(C12)C(C)NS(=O)C(C)(C)C